CCCCCCCCCC/C=C\CCCCCCCCCC(=O)OC[C@H](COP(=O)(O)OC[C@H](CO)O)OC(=O)CCCCCCC/C=C\CCCCCCCC 1-(11Z-docosenoyl)-2-(9Z-octadecenoyl)-glycero-3-phospho-(1'-sn-glycerol)